2-chloro-N-(5-chloro-6-cyclopropoxypyridin-3-yl)-8,8-dimethyl-7,8-dihydro-6H-cyclopenta[e]pyrazolo[1,5-a]pyrimidine-6-carboxamide ClC1=NN2C(N=CC3=C2C(CC3C(=O)NC=3C=NC(=C(C3)Cl)OC3CC3)(C)C)=C1